Cl.N1CCC=CC1=O pyridin-6(2H)-one hydrochloride